(3aR,10aR)-8-((3-cyano-4-fluorophenyl)carbamoyl)-7-methyl-2,3,3a,4,10,10a-hexahydro-1H,7H-dipyrrolo[3,4-b:3',4'-f][1,4,5]oxathiazocin-2-ium 5,5-dioxide iodide [I-].C(#N)C=1C=C(C=CC1F)NC(=O)C=1N(C=C2C1OC[C@H]1[C@@H](NS2(=O)=O)C[NH2+]C1)C